O1C(OCC1)C=1C=C(C=CC1OCC1=CC=C(C=C1)OC)CCCO 3-[3-(1,3-dioxolan-2-yl)-4-[(4-methoxyphenyl)methoxy]phenyl]propan-1-ol